C(C)NC(CCN1CCC(CC1)C=O)=O N-ETHYL-3-(4-FORMYLPIPERIDIN-1-YL)PROPANAMIDE